CN1N=CC(=C1)C[C@@H]1CC[C@H](CC1)C(=O)N1OCC[C@H]1C1=NC=CN=C1 trans-[4-[(1-methylpyrazol-4-yl)methyl]cyclohexyl]-[(3S)-3-pyrazin-2-ylisoxazolidin-2-yl]methanone